(R)-N-(3,3-difluoro-1-(oxetan-3-yl)piperidin-4-yl)-5-(1-(2,2-difluoroethyl)-1H-benzo[d][1,2,3]triazol-6-yl)-4-methoxypyrrolo[2,1-f][1,2,4]triazin-7-d-2-amine FC1(CN(CC[C@H]1NC1=NN2C(C(=N1)OC)=C(C=C2[2H])C=2C=CC1=C(N(N=N1)CC(F)F)C2)C2COC2)F